FC1=CC=C(C=C1)C1N=C(NC(=C1C(=O)OCC)C)NC1=CC=CC=C1 Ethyl 4-(4-fluorophenyl)-6-methyl-2-(phenylamino)-1,4-dihydropyrimidine-5-carboxylate